N-(3-cyano-4-fluoro-1H-indol-7-yl)-1-[(1R)-2-fluoro-1-methyl-ethyl]pyrazole-4-sulfonamide C(#N)C1=CNC2=C(C=CC(=C12)F)NS(=O)(=O)C=1C=NN(C1)[C@@H](CF)C